N-(3-(1H-pyrazol-4-yl)-1H-indol-7-yl)-3-amino-2-(3-cyanophenyl)propanamide N1N=CC(=C1)C1=CNC2=C(C=CC=C12)NC(C(CN)C1=CC(=CC=C1)C#N)=O